BrC1=NN=C2N1CCN(C2)C(=O)OC(C)(C)C tert-butyl 3-bromo-5,6-dihydro-[1,2,4]triazolo[4,3-a]pyrazin-7(8H)-carboxylate